tert-Butyl (1S,4S)-5-(4-((3-chloro-4-cyclobutoxy-2-fluorophenyl)amino)pyrido[3,2-d]pyrimidin-6-yl)-2,5-diazabicyclo[2.2.1]heptane-2-carboxylate ClC=1C(=C(C=CC1OC1CCC1)NC=1C2=C(N=CN1)C=CC(=N2)N2[C@@H]1CN([C@H](C2)C1)C(=O)OC(C)(C)C)F